(S)-1-[6-({4-[6-(m-cyanophenyl)-2-(cyclopropylamino)-4-pyrimidinyl]-1H-1,2,3-triazol-1-yl}methyl)-2-pyridinyl]-2-pyrrolidinecarboxylic acid C(#N)C=1C=C(C=CC1)C1=CC(=NC(=N1)NC1CC1)C=1N=NN(C1)CC1=CC=CC(=N1)N1[C@@H](CCC1)C(=O)O